(3-(3,4-dihydroisoquinolin-2(1H)-yl)-4-hydroxycyclopentyl)pyrimidine-4-carboxamide C1N(CCC2=CC=CC=C12)C1CC(CC1O)C1=NC=CC(=N1)C(=O)N